C1(CCCCC1)[C@H](C)NC(=O)C1=NNC(=C1)C=1C=C(C=CC1)C=1OC(=CN1)C(=O)NC(CC)CC (S)-2-(3-(3-((1-cyclohexylethyl)carbamoyl)-1H-pyrazol-5-yl)phenyl)-N-(pentan-3-yl)oxazole-5-carboxamide